FC1=NC=CC=C1C1=NN2C(OCCC2)=C1C(=O)N[C@@H]1C(NC2=C(C(=N1)C1=CC=CC=C1)C=CC=C2)=O 2-(2-Fluoropyridin-3-yl)-N-[(3S)-2-oxo-5-phenyl-1,3-dihydro-1,4-benzodiazepin-3-yl]-6,7-dihydro-5H-pyrazolo[5,1-b][1,3]oxazine-3-carboxamide